C(C)OC=1C=C2C=CN=C(C2=C(C1)C)N(C(=O)C1=NC=C(C=C1)C=1SC(=NN1)C)[C@H]1CNCCC1 N-(6-ethoxy-8-methyl-1-isoquinolyl)-5-(5-methyl-1,3,4-thiadiazol-2-yl)-N-[(3R)-3-piperidyl]pyridine-2-carboxamide